4-(8-fluoro-7-(2-hydroxypropan-2-yl)-6-(6-(trifluoromethyl)methylpyridinamido)imidazo[1,2-a]pyridin-2-yl)piperidine-1-carboxylic acid tert-butyl ester C(C)(C)(C)OC(=O)N1CCC(CC1)C=1N=C2N(C=C(C(=C2F)C(C)(C)O)NC(=O)C2=NC(=CC=C2C)C(F)(F)F)C1